C1(CC1)N1CCN(CC1)[C@H]1CN(CC1)C(=O)OC(C)(C)C tert-Butyl (R)-3-(4-cyclopropylpiperazin-1-yl)pyrrolidine-1-carboxylate